N1=CC=CC2=C(C=CC=C12)N1C(NC2=C1C=CC=C2)=O 1-(quinolin-5-yl)-1H-benzo[d]imidazol-2(3H)-one